C1(CC1)C=1N=CN(C1)C=1C=C(C=C(C1)C(F)(F)F)NC(C1=CC(=CC=C1)C#CC1=CN=C2N1N=CC=C2)=O N-(3-(4-cyclopropyl-1H-imidazol-1-yl)-5-(trifluoromethyl)phenyl)-3-(imidazo[1,2-b]pyridazin-3-ylethynyl)benzamide